FC1CC2[C@@H]3CCCN3C3CCC4NCCC(N[C@H](CCOC2CC1)C)C4N3 (6S,16S)-9-fluoro-16-methyl-13-oxa-2,17,21,25-tetraazapentacyclo[16.6.2.02,6.07,12.022,26]hexacosane